6-[5-({1-[(2E)-2-(aminomethyl)-3-fluoroprop-2-en-1-yl]-5-oxo-1,5-dihydro-4H-1,2,4-triazol-4-yl}methyl)thiophen-2-yl]-1-methyl-3,4-dihydroquinolin-2(1H)-one hydrochloride Cl.NC/C(/CN1N=CN(C1=O)CC1=CC=C(S1)C=1C=C2CCC(N(C2=CC1)C)=O)=C\F